N-[2-[4-(hydroxymethyl)cyclohexyl]pyrazolo[3,4-c]pyridin-5-yl]-5-[(1R,4R)-2-oxa-5-azabicyclo[2.2.1]heptane-5-yl]pyrazolo[1,5-a]pyrimidine-3-carboxamide OCC1CCC(CC1)N1N=C2C=NC(=CC2=C1)NC(=O)C=1C=NN2C1N=C(C=C2)N2[C@H]1CO[C@@H](C2)C1